C(C)C12CCC(C=C1)C2 ETHYL-BICYCLO[2.2.1]HEPT-5-ENE